(R)-6-chloro-2-(3-(1,2-dimeth-oxyethyl)-1H-1,2,4-triazol-5-yl)-5-methoxy-1-methyl-3-(1H-pyrazol-4-yl)-1H-pyrrolo[3,2-b]pyridine ClC=1C=C2C(=NC1OC)C(=C(N2C)C2=NC(=NN2)[C@H](COC)OC)C=2C=NNC2